2-ETHYL-4-FLUORO-1-NITROBENZENE C(C)C1=C(C=CC(=C1)F)[N+](=O)[O-]